4-[(6-bromo-3-pyridyl)sulfonimidoyl]benzoic acid BrC1=CC=C(C=N1)S(=O)(=N)C1=CC=C(C(=O)O)C=C1